O=C1NC(CCC1C1=C(C=C(CCCS(=O)(=O)[O-])C=C1F)F)=O 4-(2,6-dioxopiperidin-3-yl)-3,5-difluorophenethylmethanesulfonate